FC1=C(C=CC(=C1)C(F)(F)F)C=CC(=O)O 3-(2-fluoro-4-(trifluoromethyl)phenyl)acrylic acid